2-(pyridin-2-yl)-6-(p-tolyl)pyrimidin-4-ol N1=C(C=CC=C1)C1=NC(=CC(=N1)O)C1=CC=C(C=C1)C